N1(CCC1)C=1N=C2N(C=CN=C2)C1N (azetidin-1-yl)imidazo[1,2-a]Pyrazin-3-amine